ClC=1C=C(C=CC1)N(C(CCC1=NC(=NO1)C1=CC=C(C=C1)OC)=O)CCCO N-(3-chlorophenyl)-N-(3-hydroxypropyl)-3-{3-(4-methoxyphenyl)-1,2,4-oxadiazol-5-yl}propanamide